N'-((2,3-dicyclopropyl-6,7-dihydro-5H-cyclopenta[b]pyridin-4-yl)carbamoyl)-3-fluoro-4-(2-hydroxypropan-2-yl)thiophene-2-sulfonimidamide C1(CC1)C1=C(C(=C2C(=N1)CCC2)NC(=O)N=S(=O)(N)C=2SC=C(C2F)C(C)(C)O)C2CC2